6-amino-2,2-dimethylbenzofuran-3(2H)-one NC1=CC2=C(C(C(O2)(C)C)=O)C=C1